N1(C=NC=C1)CC1=C(C=C(C=C1)[C@H]1[C@@H](C1)C(=O)O)C (1R,2R)-2-(4-((1H-imidazol-1-yl)methyl)-3-methylphenyl)cyclopropane-1-carboxylic acid